FC1CN(CCC1NC1=CC=CC2=C1SC(=C2CC(F)(F)F)C#CCNC2=C(C=C(C=C2)N2C(COCC2)=O)OC)C 4-(4-((3-(7-((3-fluoro-1-methylpiperidin-4-yl)amino)-3-(2,2,2-trifluoroethyl)benzo[b]thiophen-2-yl)prop-2-yn-1-yl)amino)-3-methoxyphenyl)morpholin-3-one